2,5-dichloro-4-(4-methyl-1-(benzenesulfonyl)-1H-pyrazol-3-yl)pyrimidine ClC1=NC=C(C(=N1)C1=NN(C=C1C)S(=O)(=O)C1=CC=CC=C1)Cl